3-Ethoxy-5-{6-[2-(3-methoxy-naphthalen-2-yl)-ethylamino]-pyrimidin-4-yl}-thiophene C(C)OC1=CSC(=C1)C1=NC=NC(=C1)NCCC1=CC2=CC=CC=C2C=C1OC